7-methoxy-3H-2,1-benzoxaborol-1-ol COC1=CC=CC=2COB(C21)O